P(=O)([O-])([O-])O.[C@@H]1([C@H](O)[C@H](O)[C@@H](CO)O1)N1C=NC=2C(O)=NC=NC12.[Na+].[Na+] disodium inosine monophosphate salt